1-(2-chloro-4-((5-(2-methoxyethoxy)-2,3-dihydro-[1,4]dioxino[2,3-f]quinazolin-10-yl)amino)phenyl)-3-(2-methoxypyridin-4-yl)urea ClC1=C(C=CC(=C1)NC1=NC=NC2=CC(=C3C(=C12)OCCO3)OCCOC)NC(=O)NC3=CC(=NC=C3)OC